2-(2-methoxyethylamino)-4-(phenylamino)pyrimidine-5-carboxamide COCCNC1=NC=C(C(=N1)NC1=CC=CC=C1)C(=O)N